(3-sulfopropyl)dimethyl-(3-methacrylamidopropyl)ammonium S(=O)(=O)(O)CCC[N+](CCCNC(C(=C)C)=O)(C)C